Br.BrC(C(=O)C=1NC2=C(N1)C=CC=C2)Br 2-dibromoacetyl-benzimidazole hydrobromide